NCCCN1N=CC(=C1)NC1=NN2C(C=N1)=CC=C2C2=CC=C(C=C2)OCCBr N-(1-(3-aminopropyl)-1H-pyrazol-4-yl)-7-(4-(2-bromoethoxy)phenyl)pyrrolo[2,1-f][1,2,4]triazin-2-amine